O-[4-chloro-1-(4-nitro-phenoxymethyl)-but-2-enyl]-hydroxylamine ClCC=CC(COC1=CC=C(C=C1)[N+](=O)[O-])ON